1-(2-methyl-5-(methylsulfonyl)benzoyl)-D-prolinamide CC1=C(C(=O)N2[C@H](CCC2)C(=O)N)C=C(C=C1)S(=O)(=O)C